4-(4-(3-methoxyphenoxy)piperidin-1-yl)-5,7-dihydro-6H-pyrrolo[3,4-d]pyrimidine-6-carbonitrile COC=1C=C(OC2CCN(CC2)C=2C3=C(N=CN2)CN(C3)C#N)C=CC1